(2S)-2-(4-(2-bromo-3-(1-(3-(2-hydroxy-7-azaspiro[3.5]nonan-7-yl)propyl)indoline-4-yl)benzyloxy)-5-chloro-2-((pyridin-3-yl)methoxy)benzylamino)-3-hydroxybutanoic acid BrC1=C(COC2=CC(=C(CN[C@H](C(=O)O)C(C)O)C=C2Cl)OCC=2C=NC=CC2)C=CC=C1C1=C2CCN(C2=CC=C1)CCCN1CCC2(CC(C2)O)CC1